COC(CCSC=1C=NC=C(C(=O)[O-])C1)=O 5-((3-methoxy-3-oxopropyl)thio)nicotinate